(+)-1-((2-((1-methoxy-2-(3-(trifluoromethyl)phenyl)propan-2-yl)amino)-1H-benzo[d]imidazol-4-yl)methyl)-3-methylurea COCC(C)(C1=CC(=CC=C1)C(F)(F)F)NC1=NC2=C(N1)C=CC=C2CNC(=O)NC